COC=1C=C(C=CC1OC)C=1C(=CC=CC1)NC1=CC=C(C=C1)C1=NN=CN1C 3',4'-dimethoxy-N-[4-(4-methyl-4H-1,2,4-triazol-3-yl)phenyl]-[1,1'-biphenyl]-2-amine